methyl 2-ethoxy-4-[3-(trifluoromethylsulfonyloxy)cyclobutoxy]benzoate C(C)OC1=C(C(=O)OC)C=CC(=C1)OC1CC(C1)OS(=O)(=O)C(F)(F)F